CN1CCC(CC1)C(OC)=N methyl 1-methylpiperidine-4-carbimidate